C(C)(=O)[O-].COC(CC)[N+]1=C(NC=C1)CCCSC 1-methoxypropyl-3-Methylthiopropylimidazolium acetate